N1=C(C=NC=C1)C=1C=C2C[C@H](CC2=CC1)C(=O)N1CCC2=CC=C(C=C12)S(=O)(=O)N (S)-1-(5-(pyrazin-2-yl)-2,3-dihydro-1H-indene-2-carbonyl)indoline-6-sulfonamide